O=S1(CCN(CC1)CCNC(=O)C1NCCC(C1)CCC1=CC=CC=C1)=O N-(2-(1,1-dioxidothiomorpholino)ethyl)-4-phenethylpiperidine-2-carboxamide